bis(5-amino-2-pyridinyl)-N,N'-dimethylethylenediamine NC=1C=CC(=NC1)N(CCN(C)C1=NC=C(C=C1)N)C